SCCC(=O)OCCOC(CCS)=O Ethylenglycol di(3-mercaptopropionate)